3-[4-(10-Aminodecyl)-3-methyl-2-oxo-benzimidazol-1-yl]piperidine-2,6-dione NCCCCCCCCCCC1=CC=CC=2N(C(N(C21)C)=O)C2C(NC(CC2)=O)=O